perfluoroheptanesulfonate FC(C(C(C(C(C(C(F)(F)F)(F)F)(F)F)(F)F)(F)F)(F)F)(S(=O)(=O)[O-])F